C(C=C)(=O)OC1C2C3CCCC3C(C1)C2 Tricyclo[5.2.1.02,6]decane-8-yl acrylate